C(C)(C)(C)OC(=O)N[C@H](C(=O)N(C)[C@H](C(=O)O)CC1=CC=C(C=C1)OC(F)F)[C@@H](C)OC (S)-2-((2S,3R)-2-((tert-butoxycarbonyl)amino)-3-methoxy-N-methylbutanamido)-3-(4-(difluoromethoxy)phenyl)propanoic acid